N-(cis-4-(2-(4-(2,3-dichlorophenyl)piperazin-1-yl)ethyl)-4-fluorocyclohexyl)-1H-indole-2-carboxamide ClC1=C(C=CC=C1Cl)N1CCN(CC1)CCC1(CCC(CC1)NC(=O)C=1NC2=CC=CC=C2C1)F